FC=1C=CC(=NC1)N1C(C(=NC=C1)C(=O)O)=O 4-(5-Fluoropyridin-2-yl)-3-Oxo-3,4-dihydropyrazine-2-carboxylic acid